[N+](=O)([O-])C1=NC(=CC=C1C=1C=NC=CC1)N1C=CC=2C1=CN=CC2 2-nitro-6-(1H-pyrrolo[2,3-c]pyridin-1-yl)-3,3'-bipyridine